fluorendiamine C=1(C(=CC=C2C3=CC=CC=C3CC12)N)N